C1(CC1)N1CCC2(CC(C2)CN2CC3=C(C=C(C=C3CC2)C(=O)NO)F)CC1 2-[(7-cyclopropyl-7-azaspiro[3.5]nonan-2-yl)methyl]-8-fluoro-3,4-dihydro-1H-isoquinoline-6-carbohydroxamic acid